C(C)N1CCC(CC1)NC1=C2C(=NC=3C=C(C(=CC13)OC)OCCC#N)CCC2 3-({9-[(1-ethylpiperidin-4-yl)amino]-7-methoxy-1H,2H,3H-cyclopenta[b]quinolin-6-yl}oxy)propanenitrile